4-cyano-N-(8-methyl-1-isoquinolyl)-3-(4-phenylphenyl)-N-[(3R)-3-piperidyl]benzamide C(#N)C1=C(C=C(C(=O)N([C@H]2CNCCC2)C2=NC=CC3=CC=CC(=C23)C)C=C1)C1=CC=C(C=C1)C1=CC=CC=C1